ClC=1C=C(C(=O)Cl)C=C(C1C)Cl 3,5-dichloro-4-methylbenzoyl chloride